6-bromo-7-methoxy-2-methyl-1,8-naphthyridin-4-ol BrC=1C=C2C(=CC(=NC2=NC1OC)C)O